12-(glycidyloxy)oleic acid C(C1CO1)OC(C\C=C/CCCCCCCC(=O)O)CCCCCC